O[C@H]1C[C@H](CCC1)NC1=NC=C2N=C(N(C2=N1)C1CCC(CC1)(C(=O)N)C)NC1=C(C=C(C=C1Cl)Cl)Cl (1R,4s)-4-(2-((1S,3R)-3-hydroxycyclohexylamino)-8-(2,4,6-trichlorophenylamino)-9H-purin-9-yl)-1-methylcyclohexanecarboxamide